trans-4-((3-(1-Cyclopropyl-1H-pyrazol-4-yl)phenyl)((trans-4-(4-methoxy-3-methylphenyl)cyclohexyl)methyl)carbamoyl)cyclohexyl ((1H-imidazol-4-yl)-methyl)carbamate N1C=NC(=C1)CNC(O[C@@H]1CC[C@H](CC1)C(N(C[C@@H]1CC[C@H](CC1)C1=CC(=C(C=C1)OC)C)C1=CC(=CC=C1)C=1C=NN(C1)C1CC1)=O)=O